C1(=CC=CC=C1)OC(C1=C(C(=CC=C1F)OCCOC)Cl)=O 2-chloro-6-fluoro-3-(2-methoxyethoxy)Benzoic acid phenyl ester